C(C=C)(=O)N1CC(C1)C(=O)N1CCN(CC1)C=1N=CC(=NC1)C=1C=C(C=2N(C1)N=CC2C#N)OC 6-(5-(4-(1-acryloylazetidine-3-carbonyl)piperazin-1-yl)pyrazin-2-yl)-4-methoxypyrazolo[1,5-a]pyridine-3-carbonitrile